IC(C(C(C(C(C(C(C(F)(F)F)(I)F)(F)F)(F)F)(F)F)(F)F)(F)F)(F)F 1,7-diiodoperfluoro-n-octane